6-(Trifluoromethyl)phthalazin-1(2H)-one FC(C=1C=C2C=NNC(C2=CC1)=O)(F)F